FC=1C=C(C=CC1OC)C1=C(C=CC(=N1)C1=NC2=CC=CC=C2C=N1)C 2-[6-(3-fluoro-4-methoxy-phenyl)-5-methyl-2-pyridyl]-quinazoline